C(C)C(CCC(=O)O)(CC)C=1N=C(SC1)C1=CC=CC=C1 4-ethyl-4-(2-phenylthiazol-4-yl)hexanoic acid